tert-butyl ((3-(2-(4,4-difluoroazepan-1-yl)-5-(2-fluorophenyl)-4-methylnicotinamido)phenyl)(methyl)(oxo)-λ6-sulfaneylidene)carbamate FC1(CCN(CCC1)C1=C(C(=O)NC=2C=C(C=CC2)S(=O)(C)=NC(OC(C)(C)C)=O)C(=C(C=N1)C1=C(C=CC=C1)F)C)F